OC1=C(C(=CC(=C1)O)OCC1=CC=C(C=C1)OC)C(=O)N1CC2=CC=CC(=C2C1)NC1COCC1 (2,4-Dihydroxy-6-((4-methoxybenzyl)oxy)phenyl)(4-((tetrahydrofuran-3-yl)amino)isoindolin-2-yl)methanone